C(C=C)(=O)OCCCNC1=CC=CC=C1 phenylaminopropyl acrylate